N-(4-((4-(2-chloro-6-methylpyridin-4-yl)piperazin-1-yl)sulfonyl)phenyl)-2-(N-methylmethylsulfonamido)benzamide ClC1=NC(=CC(=C1)N1CCN(CC1)S(=O)(=O)C1=CC=C(C=C1)NC(C1=C(C=CC=C1)N(S(=O)(=O)C)C)=O)C